COC1=CC=CC=2C=3N(C(=NC12)N)N=C(N3)[C@@H]3C[C@H](C3)C=3C=NC(=CC3)N3CCN(CC3)C 7-methoxy-2-{trans-3-[6-(4-methylpiperazin-1-yl)pyridin-3-yl]cyclobutyl}[1,2,4]triazolo[1,5-c]quinazolin-5-amine